8-(6-(1-(2-(6-azaspiro[2.5]octan-6-yl)ethoxy)-2,2,2-trifluoroethyl)pyridin-3-yl)-1-isopropyl-3-methyl-1,3-dihydro-2H-imidazo[4,5-c]cinnolin-2-one C1CC12CCN(CC2)CCOC(C(F)(F)F)C2=CC=C(C=N2)C2=CC=1C3=C(N=NC1C=C2)N(C(N3C(C)C)=O)C